ClC=1C=C(C=CC1Cl)COC1=C(C=C(C=C1C)CN1CC(C1)C(=O)O)OC 1-({4-[(3,4-dichlorophenyl)methoxy]-3-methoxy-5-methylphenyl}methyl)azetidine-3-carboxylic acid